2-Benzyl 1-(tert-butyl) (2R,4S)-4-((2-aminopyridin-4-yl)methyl)pyrrolidine-1,2-dicarboxylate NC1=NC=CC(=C1)C[C@H]1C[C@@H](N(C1)C(=O)OC(C)(C)C)C(=O)OCC1=CC=CC=C1